3-chloro-4-(6-(2,5-difluorophenyl)-6-(1-methyl-2-oxo-1,2-dihydropyridin-3-yl)hex-1,3-diyn-1-yl)-1H-pyrrole ClC1=CNC=C1C#CC#CCC(C=1C(N(C=CC1)C)=O)C1=C(C=CC(=C1)F)F